COC[C@@H]1CCC2=CC=3CCCC3C(=C12)NC(=O)N=[S@](=O)(N)C=1C=NN2C1O[C@@H](C2)C (R,2R)-N'-(((R)-3-(methoxymethyl)-1,2,3,5,6,7-hexahydro-s-indacen-4-yl)carbamoyl)-2-methyl-2,3-dihydropyrazolo[5,1-b]oxazole-7-sulfonimidamide